COC1=CC=C(C=C1)N=NC1=CC=C(C=C1)OCCCCCCCCCCOC(C=[N+]=[N-])=O 4-methoxy-4'-(10-diazoacetoxydecyloxy)azobenzene